COC([C@H](CC#CC1=NC(=C(C=C1)F)C=NO)NC(=O)OC(C)(C)C)=O.C(C1=CC=CC=C1)NC(=O)NC1=CC=C(C=C1)S(=O)(=O)N 4-{[(benzylamino)carbonyl]amino}benzenesulfonamide Methyl-(S)-2-((tert-butoxycarbonyl)amino)-5-(5-fluoro-6-((hydroxyimino)methyl)pyridin-2-yl)pent-4-ynoate